8-bromo-2-(bromomethyl)-6-chloroimidazo[1,2-b]pyridazine BrC=1C=2N(N=C(C1)Cl)C=C(N2)CBr